O1COC(C1)COC1=CC=NC2=CC(=C(C=C12)OC(C)C)C(=O)N 4-(1,3-dioxolan-4-ylmethoxy)-6-(prop-2-yloxy)quinoline-7-carboxamide